BrC=1C2=C(SC1C(F)(F)P(OCC)(O)=O)C=CC(=C2)C2=CN=NN2 ethyl hydrogen ((3-bromo-5-(1H-1,2,3-triazol-5-yl)benzo[b]thiophen-2-yl)difluoromethyl)phosphonate